BrC=1SC2=C(N1)C(=C(C(=C2)OCCO)F)Cl 2-((2-bromo-4-chloro-5-fluorobenzo[d]thiazol-6-yl)oxy)ethanol